3-(1,3-Benzodioxol-5-yl)-5-(3-fluorophenyl)-1H-pyrazole O1COC2=C1C=CC(=C2)C2=NNC(=C2)C2=CC(=CC=C2)F